ClC=1C=C(C=C(C1)Cl)C=1OC2=C(N1)C=CC(=C2)C(=O)NC2CN(CC2)CC(F)F 2-(3,5-dichlorophenyl)-N-(1-(2,2-difluoroethyl)pyrrolidin-3-yl)benzo[d]oxazole-6-carboxamide